((3-fluorooxetan-3-yl)methyl)benzamide FC1(COC1)CC1=C(C(=O)N)C=CC=C1